C(C)(C)(C)OC(CC1(CCN(CCC1)CC1=CC=CC=C1)O)=O 2-(1-benzyl-4-hydroxyazepan-4-yl)acetic acid tert-butyl ester